CC=1C=C(C=C2C(NC(=NC12)C=1C=C2C(=CN1)SC=C2)=O)OCCC2COCC2 8-methyl-6-[2-(tetrahydro-furan-3-yl)-ethoxy]-2-thieno[2,3-c]pyridin-5-yl-3H-quinazolin-4-one